ethyl-2-[(7-oxo-5-propyl-7,8-dihydro[1,2,4]triazolo[4,3-a]pyrimidin-3-yl)sulfanyl]butanoate C(C)OC(C(CC)SC1=NN=C2N1C(=CC(N2)=O)CCC)=O